(1s,3s)-3-((2-(1-((1-(3-fluorophenyl)-3-methyl-1H-indazol-5-yl)methyl)piperidin-4-yl)-1H-benzo[d]imidazol-1-yl)methyl)cyclobutan-1-ol FC=1C=C(C=CC1)N1N=C(C2=CC(=CC=C12)CN1CCC(CC1)C1=NC2=C(N1CC1CC(C1)O)C=CC=C2)C